C(C)(C)(C)OC(=O)N1CC(C1)C1=CC=C(C=C1)OC1=NC=CC(=N1)C(F)(F)F 3-[4-[4-(trifluoromethyl)pyrimidin-2-yl]oxyphenyl]azetidine-1-carboxylic acid tert-butyl ester